FC1([C@@H](CN(C1)C1=NOC(C1)C1=C(C(=C(C=C1F)F)F)C1=C(C=CC=C1F)F)NS(=O)(=O)CF)F N-{(3R)-4,4-difluoro-1-[5-(2',3,5,6,6'-pentafluoro[1,1'-biphenyl]-2-yl)-4,5-dihydro-1,2-oxazol-3-yl]pyrrolidin-3-yl}-1-fluoromethanesulfonamide